BrC1=C2CCCC2=CC=2OCCC21 4-bromo-3,5,6,7-tetrahydro-2H-indeno[5,6-b]furan